7,16-dioxo-6,8,15,17-tetraazabehenic acid O=C(NCCCCC(=O)O)NCCCCCCNC(NCCCCC)=O